5-(1,1,2,2,2-pentafluoroethyl)-4-(trifluoromethyl)pyrazole-3-carboxamide FC(C(F)(F)F)(F)C1=C(C(=NN1)C(=O)N)C(F)(F)F